C(C)N1C=C(C(C2=CC=CC=C12)=O)S(=O)(=O)N1CCC2(C[C@H](CO2)N(C(OC(C)(C)C)=O)C[C@@H](COC2=CC(=CC=C2)S(=O)(=O)C)O)CC1 tert-butyl ((R)-8-((1-ethyl-4-oxo-1,4-dihydroquinolin-3-yl)sulfonyl)-1-oxa-8-azaspiro[4.5]decan-3-yl)((S)-2-hydroxy-3-(3-(methylsulfonyl)phenoxy)propyl)carbamate